COC1=CC=CC(=N1)N1N=CC(=C1)C(C(=O)OC)C methyl 2-(1-(6-methoxypyridin-2-yl)-1H-pyrazol-4-yl)propanoate